4-chloro-N-(8,9-difluoro-6-oxo-1,2,3,4,5,6-hexahydrobenzo[c][1,7]naphthyridin-1-yl)-6-fluoro-N-methyl-1H-indole-2-carboxamide ClC1=C2C=C(NC2=CC(=C1)F)C(=O)N(C)C1C=2C3=C(C(NC2CNC1)=O)C=C(C(=C3)F)F